(S)-N-(3-(3,5-difluorophenyl)-1-(methylamino)-1-oxopropan-2-yl)-3-phenyl-1H-pyrazole FC=1C=C(C=C(C1)F)C[C@@H](C(=O)NC)N1N=C(C=C1)C1=CC=CC=C1